methyl 7-((2-(2-(2,6-dioxopiperidin-3-yl)-1-oxoisoindolin-5-yl)-3-fluoropyridin-4-yl)methyl)-1,7-diazaspiro[4.4]nonane-1-carboxylate O=C1NC(CCC1N1C(C2=CC=C(C=C2C1)C1=NC=CC(=C1F)CN1CC2(CCCN2C(=O)OC)CC1)=O)=O